N[C@H]1CS(C2=C(N(C1=O)CC1=CC=C(C=C1)Cl)C=C(C(=C2)F)C=2OC(=NN2)C21CN(CC1C2)S(=O)(=O)C)(=O)=O (3R)-3-amino-5-[(4-chlorophenyl)methyl]-8-fluoro-7-[5-(3-methylsulfonyl-3-azabicyclo[3.1.0]hexan-1-yl)-1,3,4-oxadiazol-2-yl]-1,1-dioxo-2,3-dihydro-1lambda6,5-benzothiazepin-4-one